bromo-phenoxazine BrC1=CC=CC=2OC3=CC=CC=C3NC12